(4-(trifluoromethyl)phenyl)-2',3'-dihydro-1'H-spiro[cyclopropane-1,4'-isoquinoline]-7'-carboxylic acid ethyl ester C(C)OC(=O)C1=CC=C2C3(CNC(C2=C1)C1=CC=C(C=C1)C(F)(F)F)CC3